diethyl 2,5-dibromo-3,6-difluoro-terephthalate BrC1=C(C(=O)OCC)C(=C(C(=C1F)C(=O)OCC)Br)F